O1C(=CC=C1)CN1C(NC(CC1=O)=O)=O 1-(furan-2-ylmethyl)-1,3-diazine-2,4,6-trione